C(C1=CC=CC=C1)[C@H]1[C@H]2[C@]3(N=C[C@@H]1C[C@H]3CN2CC(C)C)C(=O)NCC2=CC(=CC=C2)Cl |o1:7,8,9,12,14| (3S*,3aS*,6R*,7R*,7aS*)-7-benzyl-N-(3-chlorobenzyl)-1-isobutyl-1,2,3,6,7,7a-hexahydro-3aH-3,6-methanopyrrolo[3,2-b]pyridine-3a-carboxamide